CC1=NC=CC(=N1)C[C@@H]1CN(CCC1)CC1=CN=C(S1)NC(C)=O (R)-N-(5-((3-((2-methylpyrimidin-4-yl)methyl)piperidin-1-yl)methyl)thiazol-2-yl)acetamide